FC1(CC=C([C@@H](C1)C)C1=NC=CC(=C1NC(OC(C)(C)C)=O)C1=NC=CC=C1F)F |r| rac-tert-butyl (2'-(4,4-difluoro-6-methylcyclohex-1-en-1-yl)-3-fluoro-[2,4'-bipyridin]-3'-yl)carbamate